C(C)NC(=O)C1=CC=C(C=C1)C1=C(C=2C(=NC=C3C2N(C(N3C)=O)[C@H]3C[C@@H](CC3)NC(OC)=O)N1)C=1C=C3C=NN(C3=CC1)C(C)C Methyl ((1R,3R)-3-(7-(4-(ethylcarbamoyl)phenyl)-8-(1-isopropyl-1H-indazol-5-yl)-3-methyl-2-oxo-3,6-dihydroimidazo[4,5-d]pyrrolo[2,3-b]pyridin-1(2H)-yl)cyclopentyl)carbamate